(3S)-3-[[t-butoxycarbonyl]amino]-5-fluoro-4-oxopentanoic acid methyl ester COC(C[C@@H](C(CF)=O)NC(=O)OC(C)(C)C)=O